FC(CCCCO)(F)F 5,5,5-trifluoropentanol